C(C1=CC=CC=C1)SC1=CC=2N(C(=C1)Cl)C=NC2 7-benzylsulfanyl-5-chloro-imidazo[1,5-a]pyridine